C(C)N1N=C2C3=C(C=CC=4C(=C13)CN(N4)C4CCOCC4)NN=C2 1-ethyl-9-(tetrahydro-2H-pyran-4-yl)-1,5,9,10-tetrahydro-1,2,4,5,8,9-hexaazabenzo[cd]cyclopenta[h]azulene